4-(4-((5-Chloro-4-((5-(dimethylphosphoryl)quinoxalin-6-yl)amino)pyrimidin-2-yl)amino)-5-methyl Oxy-2-(1-methyl-1H-pyrazol-4-yl)phenyl)piperazine-1-carboxylate ClC=1C(=NC(=NC1)NC1=CC(=C(C=C1OC)N1CCN(CC1)C(=O)[O-])C=1C=NN(C1)C)NC=1C(=C2N=CC=NC2=CC1)P(=O)(C)C